5-(decahydronaphthalen-2-yl)-3-(3,4-dihydroquinolin-1(2H)yl)-1,2,4-oxadiazole C1C(CCC2CCCCC12)C1=NC(=NO1)N1CCCC2=CC=CC=C12